CSC=1SC2=C(N=CN(C2=O)C2CCN(CC2)C(=O)OCCCC)N1 butyl 4-(2-(methylthio)-7-oxothiazolo[4,5-d]pyrimidin-6(7H)-yl)piperidine-1-carboxylate